3-(6-chloro-5-(4'-(S-methylsulfonimidoyl)-[1,1'-biphenyl]-4-yl)-1H-indazol-3-yl)-propanoic acid ClC1=C(C=C2C(=NNC2=C1)CCC(=O)O)C1=CC=C(C=C1)C1=CC=C(C=C1)S(=O)(=N)C